N-((S)-(4,4-Difluorocyclohexyl)(7-(((3R,5S)-2-oxo-5-(trifluoromethyl)pyrrolidin-3-yl)methyl)imidazo[1,2-b]pyridazin-2-yl)methyl)-1-isopropyl-1H-pyrazole-5-carboxamide FC1(CCC(CC1)[C@H](NC(=O)C1=CC=NN1C(C)C)C=1N=C2N(N=CC(=C2)C[C@H]2C(N[C@@H](C2)C(F)(F)F)=O)C1)F